1-(2,6-dichlorophenyl)-4-((4-(pyridazin-4-yl)phenyl)amino)-1H-pyrazole-3-carboxamide ClC1=C(C(=CC=C1)Cl)N1N=C(C(=C1)NC1=CC=C(C=C1)C1=CN=NC=C1)C(=O)N